C1(CC1)C1=CC(=NN1)NC1=NC(=NC(=C1)N1CCN(CC1)C)NCC1=CC(=NO1)C(C)C N4-(5-cyclopropyl-1H-pyrazol-3-yl)-N2-[(3-isopropylisoxazol-5-yl)methyl]-6-(4-methylpiperazin-1-yl)pyrimidine-2,4-diamine